C(C)(C)(C)C1=CC=C(C=C1)CCC(C[Se]C#N)[Se]C#N 1-tert-butyl-4-(3,4-diselenocyanobutyl)benzene